NC=1C(=C(C(=O)C2=CN(C3=NC=C(C=C32)C=3C=CC(=NC3)N3CCN(CC3)C(=O)OC(C)(C)C)C(C3=C(C=CC=C3Cl)Cl)=O)C=CC1)Br tert-butyl 4-(5-(3-(3-amino-2-bromobenzoyl)-1-(2,6-dichlorobenzoyl)-1H-pyrrolo[2,3-b]pyridin-5-yl)pyridin-2-yl)piperazine-1-carboxylate